CC1=CCC(CC1)C(C)(C)OC(=O)C(C(=O)O)CC ((2-(4-methylcyclohex-3-en-1-yl)prop-2-yloxy)carbonyl)butanoic acid